CC1=CC=C(C=C1)S(=O)(=O)OC[C@](CCCC)(C)N (R)-2-amino-2-methylhexan-1-ol p-toluenesulfonate